tert-Butyl ((1S,3S)-3-((2-oxo-3-(trifluoromethyl)-2H-[1,3'-bipyridin]-6'-yl)amino)cyclopentyl)carbamate O=C1N(C=CC=C1C(F)(F)F)C=1C=NC(=CC1)N[C@@H]1C[C@H](CC1)NC(OC(C)(C)C)=O